C(C)OC(=O)C1=C(C2=C(S1)C=CC=C2Cl)C 4-chloro-3-methylbenzo[b]thiophene-2-carboxylic acid ethyl ester